FC1=CC=C(C=C1)C=1CCC(N(N1)C1=CC=CC=C1)=O 6-(4-fluorophenyl)-2-phenyl-4,5-dihydropyridazin-3(2H)-one